COC1=C(C(=O)C2=CC=CC=C2)C=CC(=C1)OC 2,4-dimethoxybenzophenone